2-Amino-6-(cyclopropylmethyl)-6-(3-methyl-1,2,4-oxadiazol-5-yl)-7-oxo-4,5,6,7-tetrahydrobenzo[b]thiophene-3-carboxamide NC1=C(C2=C(S1)C(C(CC2)(C2=NC(=NO2)C)CC2CC2)=O)C(=O)N